BrC=1C(=C2C(=NN(C(C2=CC1)=O)CC(=O)OC)Cl)F methyl 2-(6-bromo-4-chloro-5-fluoro-1-oxophthalazin-2(1H)-yl)acetate